O1C(CC1)C(=O)[O-] 2-oxetanecarboxylate